O=C1N(CCC2=C1C=C(S2)B2OC(C(O2)(C)C)(C)C)C(C(=O)OC(C)(C)C)C tert-Butyl 2-(4-oxo-2-(4,4,5,5-tetramethyl-1,3,2-dioxaborolan-2-yl)-6,7-dihydrothieno[3,2-c]pyridin-5(4H)-yl)propanoate